C(C)(=O)[C@]([C@](C(=O)C(C)=O)(O)C(C)=O)(O)[C@@H](O)[C@H](O)CO triacetylgalactose